O(C1=CC=CC=C1)CCC=C(C(=O)O)C.C(C(=C)C)(=O)OCCOC1=CC=CC=C1 phenoxyethyl methacrylate (phenoxyethyl methacrylate)